methyl 1-(2-(difluoromethoxy)-5-fluoropyridin-4-yl)-3-isopropyl-2-oxo-2,3-dihydro-1H-benzo[d]imidazole-5-carboxylate FC(OC1=NC=C(C(=C1)N1C(N(C2=C1C=CC(=C2)C(=O)OC)C(C)C)=O)F)F